FC=1C(=C(C=2N(C1)C=NN2)F)C#CCO 3-(6,8-difluoro-[1,2,4]triazolo[4,3-a]pyridin-7-yl)prop-2-yn-1-ol